2-(6-{5-chloro-2-[(1,3-dihydroxypropan-2-yl)amino]pyrimidin-4-yl}-1-oxo-2,3-dihydro-1H-isoindol-2-yl)-N-[(1R)-1-(3-methoxyphenyl)-ethyl]acetamide ClC=1C(=NC(=NC1)NC(CO)CO)C1=CC=C2CN(C(C2=C1)=O)CC(=O)N[C@H](C)C1=CC(=CC=C1)OC